ClCC1C(C2C=CC1C2)C(=C)C 6-Chloromethyl-5-Isopropenyl-2-Norbornene